(1S,2S)-N-(3-(4-cyclopropoxy-2-methoxypyridin-3-yl)-1H-pyrrolo[2,3-b]pyridin-6-yl)-2-(2-(dimethylamino)ethoxy)cyclopropane-1-carboxamide C1(CC1)OC1=C(C(=NC=C1)OC)C1=CNC2=NC(=CC=C21)NC(=O)[C@@H]2[C@H](C2)OCCN(C)C